N-(5-(4-cyanophenyl)thiazolo[5,4-b]pyridin-2-yl)-6-methyl-4-(2-(((tetrahydro-2H-pyran-2-yl)oxy)methyl)phenyl)nicotinamide C(#N)C1=CC=C(C=C1)C1=CC=C2C(=N1)SC(=N2)NC(C2=CN=C(C=C2C2=C(C=CC=C2)COC2OCCCC2)C)=O